Cl.C(C)OC(C(CC#N)C#N)=O 2,3-dicyanopropionic acid ethyl ester hydrochloride